(1s,4s)-4-hydroxy-2'-oxo-1',2'-dihydrospiro[cyclohexane-1,3'-indole]-5'-carboxylic acid methyl ester COC(=O)C=1C=C2C3(C(NC2=CC1)=O)CCC(CC3)O